(4-(2-fluorophenoxy)-2-methylphenyl)(4-(((1R,4S)-4-(hydroxymethyl)-3-oxabicyclo[3.1.0]hexan-1-yl)amino)-5-methoxy-1H-pyrrolo[2,3-b]pyridin-3-yl)methanone FC1=C(OC2=CC(=C(C=C2)C(=O)C2=CNC3=NC=C(C(=C32)N[C@]32CO[C@@H](C2C3)CO)OC)C)C=CC=C1